tert-butyl 4-[2-[2-(2-hydroxyethoxy)ethoxy]ethoxy]piperidine-1-carboxylate OCCOCCOCCOC1CCN(CC1)C(=O)OC(C)(C)C